CC1=C(C#N)C=CC=C1[C@@H](C)NC=1C=2C(N=C(N1)C)=C(C(N(C2)N2CCOCC2)=O)C=2C=NC(=CC2)N2CCCC2 (R)-2-methyl-3-(1-((2-methyl-6-morpholinyl-7-oxo-8-(6-(pyrrolidin-1-yl)pyridine-3-yl)-6,7-dihydropyrido[4,3-d]pyrimidin-4-yl)amino)ethyl)benzonitrile